C1(CCCC1)[C@@H](C(=O)N([C@@H](CC(=O)O)C(=O)N(C)C)CCC)N(C)C(=O)OCC1C2=CC=CC=C2C=2C=CC=CC12 (3S)-3-[[(2S)-2-cyclopentyl-2-[9H-fluoren-9-ylmethoxycarbonyl(methyl)amino]acetyl]-propyl-amino]-4-(dimethylamino)-4-oxo-butanoic acid